2-(phenylsulfanyl)cyclohex-2-en-1-one C1(=CC=CC=C1)SC=1C(CCCC1)=O